C(#N)C1=CN(C2=CC=C(C=C12)N1N=CC=C1)C(C)C 1-(3-cyano-1-isopropyl-indol-5-yl)pyrazol